2-(4-(2-methoxyphenyl)-6-methylnicotinamido)imidazo[2,1-b][1,3,4]thiadiazole-6-carboxylic acid COC1=C(C=CC=C1)C1=CC(=NC=C1C(=O)NC1=NN2C(S1)=NC(=C2)C(=O)O)C